3',7'-bis(diethylamino)-5-fluoro-3-oxo-3H-dispiro[isobenzofuran-1,10'-dibenzo[b,e]siline-5',1''-silinane]-6-carboxylic acid C(C)N(C=1C=CC2=C(C1)[Si]1(CCCCC1)C1=C(C23OC(C2=CC(=C(C=C23)C(=O)O)F)=O)C=CC(=C1)N(CC)CC)CC